N=1C(C=C2C1N=CC=C2)=O pyrrolo[2,3-b]Pyridin-2-one